2-(2-chloroethyl)-8-methylquinazolin-4(3H)-one ClCCC1=NC2=C(C=CC=C2C(N1)=O)C